C(C)C=1C(NC=2C=C(C=NC2C1)C(=O)O)=O 7-ethyl-6-oxo-5,6-dihydro-1,5-naphthyridine-3-carboxylic acid